4-{5-[(1-{2-[(tert-Butyldimethylsilyl)oxy]ethyl}-1H-pyrazol-4-yl)methoxy]-1-benzofuran-2-yl}pyridine-3-carbonitrile [Si](C)(C)(C(C)(C)C)OCCN1N=CC(=C1)COC=1C=CC2=C(C=C(O2)C2=C(C=NC=C2)C#N)C1